(4R,5R)-5-((R)-5H-Imidazo[5,1-a]isoindol-5-yl)-3,3-dimethyltetrahydro-2H-pyran-4-ol C=1N=CN2C1C1=CC=CC=C1[C@H]2[C@H]2[C@H](C(COC2)(C)C)O